OC1(COC1)C#CC1=CC2=C(OC[C@@H](C(N2C)=O)NC(C2=NC=CC(=C2)CC=2N=CSC2)=O)C=C1 (S)-N-(7-((3-hydroxyoxetan-3-yl)ethynyl)-5-methyl-4-oxo-2,3,4,5-tetrahydrobenzo[b][1,4]oxazepin-3-yl)-4-(thiazol-4-ylmethyl)picolinamide